(S)-9-imino-8-isopropyl-2-phenyl-5-(1-(4-(trifluoromethyl)phenyl)ethyl)-2,5,8-triazaspiro[3.5]nonan-6-one N=C1N(CC(N(C12CN(C2)C2=CC=CC=C2)[C@@H](C)C2=CC=C(C=C2)C(F)(F)F)=O)C(C)C